3-Ethoxy-N-phenylpropanamide CCOCCC(=O)NC1=CC=CC=C1